4-(6-Chloroimidazo[1,2-b]pyridazin-8-yl)morpholine ClC=1C=C(C=2N(N1)C=CN2)N2CCOCC2